C(CCCCCCCCCCCCC)(=O)NC(=O)C=1NC(=C(N1)C(=O)N)C(CCCCCCCCCCCCC)=O dimyristoyl-imidazolediamide